triglycerin dilinoleate C(CCCCCCC\C=C/C\C=C/CCCCC)(=O)O.C(CCCCCCC\C=C/C\C=C/CCCCC)(=O)O.OCC(O)CO.OCC(O)CO.OCC(O)CO